((2-(1-(N-(2-(dinonylamino)ethyl)-N-nonylglycyl)piperidin-3-yl)ethyl)(tetradecyl)amino)dodecanoate C(CCCCCCCC)N(CCN(CC(=O)N1CC(CCC1)CCN(CCCCCCCCCCCCCC)C(C(=O)[O-])CCCCCCCCCC)CCCCCCCCC)CCCCCCCCC